BrC1=C(C(=C(C=C1F)CC(=O)O)F)F 2-(4-bromo-2,3,5-trifluorophenyl)acetic acid